ClC=1C=C(C=CC1)NC(C(=C)F)=O N-(3-chlorophenyl)-2-fluoroprop-2-enamide